Ethyl 4-(((1s,2r)-2-ethylcyclohexyl) amino)-1H-pyrrolo[2,3-b]pyridine-5-carboxylate C(C)[C@H]1[C@H](CCCC1)NC1=C2C(=NC=C1C(=O)OCC)NC=C2